tert-butyl 1-[3-methoxy-5-(trifluoromethyl)pyridin-2-yl]cyclopropane-1-carboxylate COC=1C(=NC=C(C1)C(F)(F)F)C1(CC1)C(=O)OC(C)(C)C